ethylenediamine-N,N,N',N'-tetrakis(methylenephosphonic acid) C(CN(CP(=O)(O)O)CP(=O)(O)O)N(CP(=O)(O)O)CP(=O)(O)O